COC(=O)C1=C(N=CC=2N1C=NC2)C2CC2.ClC(=C(Cl)Cl)Cl perchloroethene methyl-6-cyclopropylimidazo[1,5-a]pyrazine-5-carboxylate